ClC1=CC=C2CC[C@]3(C2=C1)[C@@H](C3)C(=O)OCC |o1:7,10| ethyl (1R*,2R*)-6'-chloro-2',3'-dihydrospiro[cyclopropane-1,1'-indene]-2-carboxylate